C(=C)C1=CC=C(CN)C=C1 4-Vinyl-Benzylamine